N=C(NNC(CN1C2=C(SCC1=O)C=CC=C2)=O)C2=NC=CC=C2 N'-(imino(pyridin-2-yl)methyl)-2-(3-oxo-2H-benzo[b][1,4]thiazin-4(3H)-yl)acetohydrazide